NC(C(CCC(=O)OC)N1C(C2=CC=CC(=C2C1)O)=O)=O methyl 5-amino-4-(4-hydroxy-1-oxoisoindolin-2-yl)-5-oxopentanoate